N[C@H]1CNCC1 (R)-3-aminopyrrolidine